4-([1,2,5]oxadiazolo[3,4-b]pyridin-5-yl)-5-chloro-2-fluoroaniline N=1ON=C2N=C(C=CC21)C2=CC(=C(N)C=C2Cl)F